methyl n-propyl ketone CCCC(=O)C